CC=CCCCOC(=O)NC=1C=C2C(=CNC2=CC1)C=1CCN(CC1)C(C)CCC 5-(2-hexen-6-yloxy)carbonylamino-3-(1-(2-pentyl)-1,2,3,6-tetrahydropyridin-4-yl)-1H-indole